1-methyl-thieno[2,3-b]thiophene-2,5-dicarboxylic acid CS1C(=CC2=C1SC(=C2)C(=O)O)C(=O)O